2-chloro-N,N-dimethyl-4-(5-(1-pivaloyl-1,2,3,6-tetrahydropyridin-4-yl)-1,3,4-thiadiazol-2-yl)benzamide ClC1=C(C(=O)N(C)C)C=CC(=C1)C=1SC(=NN1)C=1CCN(CC1)C(C(C)(C)C)=O